C(C)NC(=O)C1=CC=C2C(=CC=NC2=C1)OC1=CC=C(C=C1)NC(=O)C1(CC1)C(=O)NC1=CC=C(C=C1)F 1-N-[4-[7-(ethylcarbamoyl)quinolin-4-yl]oxyphenyl]-1-N'-(4-fluorophenyl)cyclopropane-1,1-dicarboxamide